N-(4-(3-bromo-1H-pyrazol-1-yl)butyl)-5-(furan-2-yl)isoxazole-3-carboxamide BrC1=NN(C=C1)CCCCNC(=O)C1=NOC(=C1)C=1OC=CC1